(±)-methyl trans-5-hydroxytetrahydro-2H-pyran-3-carboxylate O[C@H]1C[C@@H](COC1)C(=O)OC |r|